FC(C1=CC=C(C=C1)NC(C(C)(C)C)=O)(F)F N-(4-trifluoromethylphenyl)pivaloamide